C1(OC(C(CC=C)O1)(F)F)=O 1,1-difluoro-2-allylethylene carbonate